N1(N=NC2=C1C=CC=C2)OC2=NC=C(C(=N2)NC2CCC(CC2)NC(OCC2=CC=CC=C2)=O)C(N)=O benzyl (1s,4s)-4-(2-(1H-benzo[d][1,2,3]triazol-1-yloxy)-5-carbamoylpyrimidin-4-ylamino)cyclohexylcarbamate